FC1=CC=C(C=C1)C=1C=C2C(=NC1)NC(N2CC2=NC=CC=C2)=O 6-(4-fluorophenyl)-1-(2-pyridylmethyl)-3H-imidazo[4,5-b]pyridin-2-one